(3AS,4R,6aR)-4-(4-dihydroxyboryl-butyl)-1-(ethoxycarbonyl)octahydropyrrolo[3,4-b]pyrrole-4-carboxylic acid OB(CCCC[C@]1(NC[C@@H]2N(CC[C@@H]21)C(=O)OCC)C(=O)O)O